CN1N=C(C2=CC=CC(=C12)CN1CCC(CC1)CN1CCNCC1)C1C(NC(CC1)=O)=O 3-(1-methyl-7-((4-(piperazin-1-ylmethyl)piperidin-1-yl)methyl)-1H-indazol-3-yl)piperidine-2,6-dione